C(C)(=O)[O-].C[N+](C)(C)C Tetramethyl-ammonium acetate